C1(CCCCC1)P(=O)(C1CCCCC1)C1=CC=C(C=C1)N1C([C@](CC1)(C(=O)NCC1=CC(=CC(=C1)F)F)O)=O (S)-1-(4-(dicyclohexylphosphoryl)phenyl)-N-(3,5-difluorobenzyl)-3-hydroxy-2-oxopyrrolidine-3-carboxamide